8-((S)-3-(hydroxymethyl)morpholino)-2-methylpyrido[4,3-d]pyrimidin-7(6H)-one OC[C@H]1COCCN1C=1C(NC=C2C1N=C(N=C2)C)=O